NC(C)C=1C=C(C=C2C(N(C(=NC12)N1CC2(C1)CCCCC2)C)=O)C 8-(1-aminoethyl)-3,6-dimethyl-2-(2-azaspiro[3.5]nonan-2-yl)quinazolin-4(3H)-one